N-[3-[[3-[(fluorosulfonyl)oxy]phenyl]methoxy]phenyl]-3,4-dihydro-2-methyl-3-oxo-2H-1,4-benzothiazine-6-carboxamide FS(=O)(=O)OC=1C=C(C=CC1)COC=1C=C(C=CC1)NC(=O)C=1C=CC2=C(NC(C(S2)C)=O)C1